(1'R,2'R)-2,6-dihydroxy-5'-methyl-4-pentyl-2'-(prop-1-en-2-yl)-1',2',3',4'-tetrahydro-[1,1'-biphenyl]-3-carboxylic acid OC1=C(C(=CC(=C1C(=O)O)CCCCC)O)[C@H]1[C@@H](CCC(=C1)C)C(=C)C